tert-butyl (S)-5-methyl-3-((R)-1,1,1-trifluoro-2-hydroxypropan-2-yl)-5,6-dihydro-[1,2,4]triazolo[4,3-a]pyrazine-7(8H)-carboxylate C[C@H]1CN(CC=2N1C(=NN2)[C@@](C(F)(F)F)(C)O)C(=O)OC(C)(C)C